3-(5-cyclobutyl-1,3-thiazol-2-yl)-5-(tetrahydro-2H-pyran-4-yloxy)benzoic acid methyl ester COC(C1=CC(=CC(=C1)OC1CCOCC1)C=1SC(=CN1)C1CCC1)=O